C1(CCCC1)CNC(=O)C1=CC2=C(C=N1)CN(C2)C2=NOC(C2)(C(F)(F)F)C2=CC(=CC(=C2)Cl)Cl N-(cyclopentylmethyl)-2-(5-(3,5-dichlorophenyl)-5-(trifluoromethyl)-4,5-dihydroisoxazol-3-yl)-2,3-dihydro-1H-pyrrolo[3,4-c]pyridine-6-carboxamide